S(=O)(=O)([O-])C1=CC=C(C)C=C1.S(=O)(=O)(O)C1=CC=C(C)C=C1.[Na+] mono-sodium ditosylate